FC(C1=CC=C(CC2(CC2)O)C=C1)(F)F 1-(4-(trifluoromethyl)benzyl)cyclopropan-1-ol